(E)-4-((4-(pyridin-4-ylcarbamoyl)phenyl)diazenyl)phenyl sulfurofluoridate S(OC1=CC=C(C=C1)\N=N\C1=CC=C(C=C1)C(NC1=CC=NC=C1)=O)(=O)(=O)F